ClC=1C=C(C#N)C=C(C1N1CCN(CC1)CC1=CC=C(C=C1)CNC1=C2C(N(C(C2=CC=C1)=O)C1C(NC(CC1)=O)=O)=O)F 3-chloro-4-(4-(4-((2-(2,6-dioxopiperidin-3-yl)-1,3-dioxoisoindolin-4-ylamino)methyl)benzyl)piperazin-1-yl)-5-fluorobenzonitrile